(R)-5-(2-(cyclopropanecarboxamido)benzothiazol-6-yl)-2-methoxy-N-(1-(2-(trifluoromethoxy)phenyl)ethyl)nicotinamide C1(CC1)C(=O)NC=1SC2=C(N1)C=CC(=C2)C=2C=NC(=C(C(=O)N[C@H](C)C1=C(C=CC=C1)OC(F)(F)F)C2)OC